5-(1-fluoro-7-{[3-fluoro-1-(propan-2-yl)pyrrolidin-3-yl]methoxy}-3-hydroxynaphthalen-2-yl)-1λ6,2,5-thiadiazolidine-1,1,3-trione FC1=C(C(=CC2=CC=C(C=C12)OCC1(CN(CC1)C(C)C)F)O)N1CC(NS1(=O)=O)=O